N-(4-fluoro-3-((2-((1-methyl-1H-pyrazol-4-yl)amino)-5-(4-(trifluoromethyl)phenyl)pyrimidin-4-yl)amino)phenyl)ethenesulfonamide FC1=C(C=C(C=C1)NS(=O)(=O)C=C)NC1=NC(=NC=C1C1=CC=C(C=C1)C(F)(F)F)NC=1C=NN(C1)C